1-[3-[1-(2,2-difluoro-1,3-benzodioxol-5-yl)ethylsulfanyl]phenyl]-3-(trifluoromethyl)-5,6-dihydro-4H-indazol-7-one FC1(OC2=C(O1)C=CC(=C2)C(C)SC=2C=C(C=CC2)N2N=C(C=1CCCC(C21)=O)C(F)(F)F)F